arsonium (arsonium) [AsH4+].[AsH4+]